N-Phenyl-2-(dicyclohexylphosphino)indol C1(=CC=CC=C1)N1C(=CC2=CC=CC=C12)P(C1CCCCC1)C1CCCCC1